2-[4-(2-cyclobutoxy-thiazol-4-yl)-2,6-difluoro-phenoxymethyl]-cyclopropanecarboxylic acid C1(CCC1)OC=1SC=C(N1)C1=CC(=C(OCC2C(C2)C(=O)O)C(=C1)F)F